FC1=CC=C(C=C1)N1N=CC=2C[C@]3(C(=CC12)CC[C@@H](C3)C(C)(C)S(=O)(=O)C3=NN(C=C3)C)CO ((4aR,6S)-1-(4-Fluorophenyl)-6-(2-((1-methyl-1H-pyrazol-3-yl)sulfonyl)propan-2-yl)-1,4,5,6,7,8-hexahydro-4aH-benzo[f]indazol-4a-yl)methanol